ClC1=CC(=C(C(=C1)F)NC1=C(C(=NN1C)C)C1=C(C=C(C=C1)F)Cl)F N-(4-chloro-2,6-difluorophenyl)-4-(2-chloro-4-fluoro-phenyl)-1,3-dimethyl-1H-pyrazole-5-amine